6-((benzyloxy)methoxy)-2-bromo-3-(4-methylthiazol-5-yl)-1H-inden-1-one C(C1=CC=CC=C1)OCOC1=CC=C2C(=C(C(C2=C1)=O)Br)C1=C(N=CS1)C